C1(CC1)S(=O)(=O)NC=1SC=C(N1)C(CC)NC(C1=CC=C(C=C1)C1=NC=CN=C1)=O N-(1-(2-(cyclopropanesulfonamido)thiazol-4-yl)propyl)-4-(pyrazin-2-yl)benzamide